ClC=1C=C(C=CC1)N[C@H](CC(C)C)C(=O)N1[C@@H]2CC([C@H]([C@@H]1C(=O)N[C@@H](/C=C(\C(=O)OCC)/F)C[C@H]1C(NCC1)=O)CC2)(F)F ethyl (R,E)-4-((1S,3R,4S)-2-((3-chlorophenyl)-D-leucyl)-5,5-difluoro-2-azabicyclo[2.2.2]octane-3-carboxamido)-2-fluoro-5-((S)-2-oxopyrrolidin-3-yl)pent-2-enoate